NC1=C(C=C(C=N1)C=1C=C2N(N1)CCC21CN(CC1)C(=O)N[C@H](C)C1=C(C=C(C=C1)C#N)Cl)C(F)(F)F 2'-[6-amino-5-(trifluoromethyl)pyridin-3-yl]-N-[(1R)-1-(2-chloro-4-cyanophenyl)ethyl]-5',6'-dihydrospiro[pyrrolidine-3,4'-pyrrolo[1,2-b]pyrazole]-1-carboxamide